NC1=C(C=C(C=C1)C(C)C)SSC1=C(C=CC(=C1)C(C)C)N (2-amino-5-isopropylphenyl) disulfide